(R)-4-methyl-N-(1-(2-methyl-3-(trifluoromethyl)phenyl)ethyl)-7-(1H-pyrazol-1-yl)phthalazin-1-amine CC1=NN=C(C2=CC(=CC=C12)N1N=CC=C1)N[C@H](C)C1=C(C(=CC=C1)C(F)(F)F)C